IC=1C(=NC=C(C1I)C(F)(F)F)N 3,4-diiodo-5-(trifluoromethyl)pyridin-2-amine